CC1=CC=CC=2C(COC21)C(=O)O 7-methyl-2,3-dihydrobenzofuran-3-carboxylic acid